FC1(CC2N(CCNC2)C2=NC=C(N=C21)C(F)(F)F)F 5,5-difluoro-3-(trifluoromethyl)-5,6,6a,7,9,10-hexahydro-8H-pyrido[1,6-a:2,3-b']dipyrazin